C(C)C1=C(C2=C(C(O)=C1)O2)C(C)(C)C2=CC=C(C=C2)O epoxyethyl-bisphenol A